(S)-1-(phenylmethoxy)-3-chloropropan-2-ol C1(=CC=CC=C1)COC[C@@H](CCl)O